ClC1=C(C=C2C=C(N=CC2=C1)NC(=O)[C@@H]1[C@H]([C@@H]1C1=NC=CC=C1)CC)C1CCN(CC1)[C@]1(COC[C@H]1O)C (1R,2S,3S)-N-(7-chloro-6-(1-((3S,4S)-4-hydroxy-3-methyltetrahydrofuran-3-yl)piperidin-4-yl)isoquinolin-3-yl)-2-ethyl-3-(pyridin-2-yl)cyclopropane-1-carboxamide